4-(3-(5-(6-(2-aminobenzo[d]oxazol-5-yl)imidazo[1,2-a]pyridine-3-carbonyl)-2,5-diazabicyclo[2.2.2]octane-2-carbonyl)-4-fluorobenzyl)phthalazin-1(2H)-one NC=1OC2=C(N1)C=C(C=C2)C=2C=CC=1N(C2)C(=CN1)C(=O)N1C2CN(C(C1)CC2)C(=O)C=2C=C(CC1=NNC(C3=CC=CC=C13)=O)C=CC2F